(3R,7S)-2-(3,4-dichlorobenzoyl)-9-((S*)-1-(4-fluoropyridin-2-yl)ethyl)-N,3-dimethyl-10-oxo-1,2,3,4,7,8,9,10-octahydropyrido[4',3':3,4]pyrazolo[1,5-a]pyrazine-7-carboxamide ClC=1C=C(C(=O)N2CC=3C(=NN4C3C(N(C[C@H]4C(=O)NC)[C@@H](C)C4=NC=CC(=C4)F)=O)C[C@H]2C)C=CC1Cl |o1:21|